FC=1C=C(C=C(C1)F)C1=CC(=CC=C1)C[C@@H]1N(CC[C@@H]1NS(=O)(=O)CC)C=1N=NC(=CC1)C N-[(2S,3S)-2-[(3',5'-difluoro[1,1'-biphenyl]-3-yl)methyl]-1-(6-methylpyridazin-3-yl)pyrrolidin-3-yl]ethanesulfonamide